ClC=1C(=CC=C2N=CC(=NC12)C=1C=NN(C1)C1CN(C1)C1CCOCC1)OC1=CC2=C(N=C(N2)C)C=C1 8-chloro-7-[(2-methyl-3H-benzimidazol-5-yl)oxy]-2-[1-(1-tetrahydropyran-4-ylazetidin-3-yl)pyrazol-4-yl]quinoxaline